C(C(O)C)(=O)N[C@@H](CCC(=O)O)C(=O)O Lactyl-glutamic acid